6-[2-(1,4-Diazepan-1-yl)-4-fluoro-1,3-benzothiazol-6-yl]-2,8-dimethylimidazo[1,2-b]pyridazin N1(CCNCCC1)C=1SC2=C(N1)C(=CC(=C2)C=2C=C(C=1N(N2)C=C(N1)C)C)F